N1N=CC(=C1)C1=C2C=CNC2=CC=C1 4-(1H-pyrazol-4-yl)-1H-indol